COC(=O)C=1C(=NN(C1)CO)OC 1-(hydroxymethyl)-3-methoxy-1H-pyrazole-4-carboxylic acid methyl ester